C(#C)C=1C(=CC=C2C=C(C=C(C12)C1=C(C=2N=C(N=C(C2C=N1)N1C[C@@H](CC(CC1)(C)C)NC(C=C)=O)OCC12CCCN2CCC1)F)O)F (R)-N-(1-(7-(8-ethynyl-7-fluoro-3-hydroxynaphthalen-1-yl)-8-fluoro-2-((tetrahydro-1H-pyrrolizin-7a(5H)-yl)methoxy)pyrido[4,3-d]pyrimidin-4-yl)-5,5-dimethylazepan-3-yl)acrylamide